C(C)(C)(C)OC(N[C@H]1C/C=C/CC(NC=2C=C(C=CC2C=2C=CN=C1C2)F)=O)=O ((E)-(S)-5-Fluoro-9-oxo-8,16-diaza-tricyclo[13.3.1.02,7]nonadeca-1(19),2(7),3,5,11,15,17-heptaen-14-yl)-carbamic acid tert-butyl ester